OCC1(CCC1)NC=1C2=C(N=C(N1)N1CC=3C=C4C(=CC3CC1)NC(O4)=O)CC[S@]2=O (R)-6-(4-((1-(Hydroxymethyl)cyclobutyl)amino)-5-oxido-6,7-dihydrothieno[3,2-d]pyrimidin-2-yl)-5,6,7,8-tetrahydrooxazolo[4,5-g]isoquinolin-2(1H)-one